(5-(((1S,2S)-2-aminocyclohexyl)oxy)-1-oxoisoindolin-2-yl)-1-(hydroxymethyl)piperidine-2,6-dione N[C@@H]1[C@H](CCCC1)OC=1C=C2CN(C(C2=CC1)=O)C1C(N(C(CC1)=O)CO)=O